[Si](C)(C)(C(C)(C)C)OC[C@H](C1=NC2=C(N1[C@@H]1CC[C@H](CC1)OC)C=CC(=C2)C=2C(=NOC2C)C)NC(OC(C)(C)C)=O t-butyl ((S)-2-((t-butyldimethylsilyl)oxy)-1-(5-(3,5-dimethylisoxazol-4-yl)-1-((trans)-4-methoxycyclohexyl)-1H-benzo[d]imidazol-2-yl)ethyl)carbamate